FC(OC1=C(C=CC=C1)NN)(F)F (2-(trifluoromethoxy)phenyl)hydrazine